C([O-])(O)=O.C(CCCCCCC)[N+](C)(C)C N-octyl-N,N,N-trimethylammonium bicarbonate